4-bromo-1-chloro-2-(methoxymethoxy)benzene BrC1=CC(=C(C=C1)Cl)OCOC